CN1N=CC=C1C=1C(=NN2C1C=CC(=C2)NC(=O)NCC2=CC=NC=C2)C2=CC=CC=C2 N-[3-(1-methyl-1H-pyrazol-5-yl)-2-phenylpyrazolo[1,5-a]pyridin-6-yl]-N'-[(pyridin-4-yl)methyl]urea